[2H]CC(=O)O deuterioacetic acid